4-((2R,3S,5R)-3-(3,4-difluoro-2-methoxyphenyl)-5-methyl-5-(trifluoromethyl)tetrahydrothiophene-2-carboxamido)-N-methylpyridinecarboxamide FC=1C(=C(C=CC1F)[C@H]1[C@@H](S[C@](C1)(C(F)(F)F)C)C(=O)NC1=CC(=NC=C1)C(=O)NC)OC